4-methoxy-6-(tributylstannyl)pyridineamide COC1=CC(=NC(=C1)[Sn](CCCC)(CCCC)CCCC)C(=O)N